C(C)(C)(C)OC1=CC(=NN1CC1=CC(C(=C(N1CC)C1=CC(=C(C=C1)Cl)Cl)C(=O)O)=O)C 6-[(5-tert-butoxy-3-methyl-pyrazol-1-yl)methyl]-2-(3,4-dichlorophenyl)-1-ethyl-4-oxo-pyridine-3-carboxylic acid